FC(OC1=CC=C(C=C1)NC(=O)C1=NC=CC=C1)(F)F N-(4-(trifluoromethoxy)phenyl)pyridinecarboxamide